N-{1-Cyclooctyl-2-oxo-2-[4-(tetrahydro-pyran-4-yl)anilino]-ethyl}-3-ethyl-isoxazole-4-carboxamide C1(CCCCCCC1)C(C(NC1=CC=C(C=C1)C1CCOCC1)=O)NC(=O)C=1C(=NOC1)CC